(1aR,5aR)-2-(2-Fluoro-4-methanesulfonyl-phenyl)-1a,2,5,5a-tetrahydro-1H-2,3-diaza-cyclopropa[a]pentalene-4-carboxylic acid (5-fluoro-pyridin-2-yl)-amide FC=1C=CC(=NC1)NC(=O)C=1C=2C[C@@H]3[C@H](C2N(N1)C1=C(C=C(C=C1)S(=O)(=O)C)F)C3